(5S,8R)-N-(2-chloro-4-fluoro-6-(hydroxy-methyl)benzyl)-8-(cyanomethyl)-5-fluoro-8-hydroxy-5,6,7,8-tetrahydroquinoline-5-carboxamide ClC1=C(CNC(=O)[C@]2(C=3C=CC=NC3[C@](CC2)(O)CC#N)F)C(=CC(=C1)F)CO